(S)-1-(4-((5-(1,6-dimethyl-1H-pyrazolo[3,4-b]pyridin-4-yl)-3-methyl-4,5,6,7-tetrahydro-1H-pyrazolo[4,3-c]pyridin-1-yl)methyl)bicyclo[2.2.2]octan-1-yl)pyrrolidin-3-ol CN1N=CC=2C1=NC(=CC2N2CC1=C(CC2)N(N=C1C)CC12CCC(CC1)(CC2)N2C[C@H](CC2)O)C